BrC1=CC=C(O1)C1=CC(CCC1)=O 3-(5-bromo-furan-2-yl)-cyclohex-2-enone